C1(=C(C=CC=C1)C(O)C1=CC=CC=C1)C (o-tolyl)(phenyl)methanol